C(C#CC)(=O)N1CCNCCC1 4-but-2-ynoyl-1,4-diazepane